CC(CC(=O)O)CCC(=O)O 3-methyladipic acid